NC1=NON=C1N=NC=1C(=[N+](ON1)[O-])N 3,3'-diamino-4,4'-azofurazan oxide